(2S)-6-chloro-N-{(3S)-4-[2-(4-chloro-3-fluorophenoxy)acetamido]-3-hydroxybicyclo[2.2.2]oct-1-yl}-3,4-dihydro-2H-1,4-benzoxazine-2-carboxamide ClC=1C=CC2=C(NC[C@H](O2)C(=O)NC23C[C@@H](C(CC2)(CC3)NC(COC3=CC(=C(C=C3)Cl)F)=O)O)C1